COCCOC=1C=C(CNC=2SC=CN2)C=CC1 N-(3-(2-methoxyethoxy)benzyl)thiazol-2-amine